C[Si](C#CC=1N=C2N(C(C1)=O)C=CC=C2)(C)C 2-(2-trimethylsilylethynyl)pyrido[1,2-a]pyrimidin-4-one